C(C=C)OCC(CCN(CC)CC)O N-(4-allyloxy-3-hydroxybutyl)diethylamine